3-ethyl-2-[(3-methylimidazol-4-yl) methyl]-butyl 4-oxo-decanoate O=C(CCC(=O)OCC(C(C)CC)CC=1N(C=NC1)C)CCCCCC